2-Pentylheptyl (S)-3-(3,5-difluorophenyl)-2-(((S)-(perfluorophenoxy)(phenoxy)-phosphoryl)amino)propanoate FC=1C=C(C=C(C1)F)C[C@@H](C(=O)OCC(CCCCC)CCCCC)N[P@](=O)(OC1=CC=CC=C1)OC1=C(C(=C(C(=C1F)F)F)F)F